CC=1C(=NC=CC1)NC(OC(C)(C)C)=O tert-butyl (3-methylpyridin-2-yl)carbamate